C(#N)COC(C(C)(C)OC(C1=C(C=C(C(=C1)N1C(N(C(=CC1=O)C(F)(F)F)C)=O)F)Br)=O)=O 1-(Cyanomethoxy)-2-methyl-1-oxopropan-2-yl-2-bromo-4-fluoro-5-[3-methyl-2,6-dioxo-4-(trifluoromethyl)-3,6-dihydropyrimidin-1(2H)-yl]benzoat